CC(C[C@H]1[C@@H](C[C@H]2N(CCC3=CC(=C(C=C23)OC)OCC2CC(C2)(C(F)(F)F)O)C1)O)(C)C (2R,3R,11bR)-3-(2,2-dimethylpropyl)-9-{[3-hydroxy-3-(trifluoro-methyl)cyclobutyl]methoxy}-10-methoxy-1H,2H,3H,4H,6H,7H,11bH-pyrido[2,1-a]isoquinolin-2-ol